NCCCCN1C=NC=C1 1-(4-aminobutyl)imidazole